(R)-1-HYDROXY-N,N-BIS(4-METHOXYBENZYL)-4-METHYLOCT-7-ENE-4-SULFONAMIDE OCCC[C@@](CCC=C)(S(=O)(=O)N(CC1=CC=C(C=C1)OC)CC1=CC=C(C=C1)OC)C